6-(Cyclopropanecarboxamido)-4-((7-methoxy-1-(methyl-d3)-1H-indazol-6-yl)amino)-N-(methyl-d3)nicotinamide C1(CC1)C(=O)NC1=NC=C(C(=O)NC([2H])([2H])[2H])C(=C1)NC1=CC=C2C=NN(C2=C1OC)C([2H])([2H])[2H]